1-isopropyl-4-oxopyrido[1',2':1,5]pyrazolo[3,4-d]pyridazin-3(4H)-acetate C(C)(C)C=1C=2C(C(N(N1)CC(=O)[O-])=O)=NN1C2C=CC=C1